C(C(=C)C)(=O)OCCCCCCCCCCCCCCCCCOC(C=C)=O 17-(acryloyloxy)-heptadecyl methacrylate